FC1=C(C(=C(C(=C1F)F)F)F)OC(=O)C=1C(NC2=CC(=C(C=C2C1)F)C(F)(F)F)=O.ClC1=NC=CC=C1C(=O)NC1=C(C=CC=C1)C1=CC=C(C=C1)C#CC(C)(C)O 2-chloro-N-[4'-(3-hydroxy-3-methylbut-1-yn-1-yl)biphenyl-2-yl]pyridine-3-carboxamide 2,3,4,5,6-pentafluorophenyl-6-fluoro-2-oxo-7-(trifluoromethyl)-1H-quinoline-3-carboxylate